2,3-dibromo-3-(3-(tert-butoxycarbonyl)-2-((tert-butoxycarbonyl)oxy)-4-(methoxymethyl)phenyl)propanoic acid BrC(C(=O)O)C(C1=C(C(=C(C=C1)COC)C(=O)OC(C)(C)C)OC(=O)OC(C)(C)C)Br